C(C)(C)(C)C1=NOC(=N1)C(=O)N[C@H](C)C1=C(C=C(C=C1)C1=CC(=NC=N1)NC1=CC=C(C=N1)N1[C@H](CN(CC1)C(=O)OC(C)(C)C)C(C)C)C tert-butyl (S)-4-(6-((6-(4-((R)-1-(3-(tert-butyl)-1,2,4-oxadiazole-5-carboxamido)ethyl)-3-methylphenyl)pyrimidin-4-yl)amino)pyridin-3-yl)-3-isopropylpiperazine-1-carboxylate